3-(4-fluoro-5-(3-fluoro-4-(((S)-3-(2-hydroxypropan-2-yl)pyrrolidin-1-yl)methyl)pyridin-2-yl)-1-oxoisoindolin-2-yl)piperidine-2,6-dione FC1=C2CN(C(C2=CC=C1C1=NC=CC(=C1F)CN1C[C@H](CC1)C(C)(C)O)=O)C1C(NC(CC1)=O)=O